C/C=1/CC[C@H](CC[C@@H](CC/C1)C)C(C)C (3S,6E,10S)-6,10-dimethyl-3-isopropyl-cyclodecan-6-ene